FC1(C(C12CCN(CC2)C(=O)OC(C)(C)C)C2=NNC=C2)F tert-Butyl 1,1-difluoro-2-(1H-pyrazol-3-yl)-6-azaspiro[2.5]octane-6-carboxylate